COC(C1=CC(=C(C(=C1)F)N)N[C@@H]1COCC1(C)C)=O.COC=1C=C(C=CC1OC)CC(=O)NC=1C=2C3=C(C(N(C3=CC1)CC)=O)C=CC2 (3,4-Dimethoxyphenyl)-N-(1-ethyl-2-oxo-1,2-dihydrobenzo[cd]indol-6-yl)acetamide methyl-(S)-4-amino-3-((4,4-dimethyltetrahydrofuran-3-yl)amino)-5-fluorobenzoate